2-{[(2S,4R)-4-({6-[(4-chloro-2-fluorophenoxy)methyl]pyridin-2-yl}oxy)-2-methylpiperidin-1-yl]methyl}-1-{[(2S)-oxetan-2-yl]methyl}-1H-1,3-benzodiazole-6-carboxylic acid ClC1=CC(=C(OCC2=CC=CC(=N2)O[C@H]2C[C@@H](N(CC2)CC2=NC3=C(N2C[C@H]2OCC2)C=C(C=C3)C(=O)O)C)C=C1)F